2,4,6-trichloro-1,3,5-triazineAt ClC1(NC(=NC(=N1)Cl)Cl)C(=O)[O-]